ClC1=CC2=C(N=C(N=C2NCCC=2SC=CC2)N2CCN(CC2)C)C=N1 6-chloro-2-(4-methylpiperazin-1-yl)-N-(2-(thiophen-2-yl)ethyl)pyrido[3,4-d]Pyrimidin-4-amine